C1=CC=CC=2C3=CC=CC=C3C(=CC12)N1C2=CC=CC=C2C=2C=CC=CC12 9-(9-phenanthryl)carbazole